N(=[N+]=[N-])CCOCCOCCOCCC(=O)N1[C@@]2(C3=C([C@H]1CC1=C2C=CC=C1)C=CC=C3)C 3-(2-(2-(2-azidoethoxy)ethoxy)ethoxy)-1-((5S,10R)-5-methyl-10,11-dihydro-5H-5,10-epiminodibenzo[a,d][7]annulen-12-yl)propan-1-one